ClC1=C(C=C(C=C1)F)S(=O)(=O)N1CCC2(CC(CO2)NC[C@@H](COC=2C=C(C=CC2)S(=O)(=O)NC)O)CC1 3-((2S)-3-(8-(2-chloro-5-fluorophenylsulfonyl)-1-oxa-8-azaspiro[4.5]decan-3-ylamino)-2-hydroxypropoxy)-N-methylbenzenesulfonamide